3-(4,4,5,5-tetramethyl-1,3,2-dioxaborolan-2-yl)cyclopenta-2-en-1-one CC1(OB(OC1(C)C)C1=CC(CC1)=O)C